COC=1C(=NC=CC1)C#N methoxypyridine-2-carbonitrile